NC=1C=C(C(=NC1N1C[C@@H](CC1)N(C)C)OC)NC1=NC=C(C(=N1)N1CC(C2=NC(=CC=C21)C)(C)C)C(=O)OC(C)C isopropyl (R)-2-((5-amino-6-(3-(dimethylamino)pyrrolidin-1-yl)-2-methoxypyridin-3-yl)amino)-4-(3,3,5-trimethyl-2,3-dihydro-1H-pyrrolo[3,2-b]pyridin-1-yl)pyrimidine-5-carboxylate